butyl 4-(3-(2,6-bis(benzyloxy)pyridin-3-yl)phenyl)piperazine-1-carboxylate C(C1=CC=CC=C1)OC1=NC(=CC=C1C=1C=C(C=CC1)N1CCN(CC1)C(=O)OCCCC)OCC1=CC=CC=C1